ClC1=CC2=C(C=N1)C=C(N2S(=O)(=O)C)[C@@H]2N(CCCC2)C(=O)OC(C)(C)C tert-butyl (2R)-2-[6-chloro-1-methanesulfonylpyrrolo[3,2-c]pyridin-2-yl]piperidine-1-carboxylate